C1(CC1)C=1C=C(C=NC1)C#CC=1C=C(C=NC1C)C(=O)N[C@@H]1[C@H](CCCC1)O 5-[(5-Cyclopropylpyridin-3-yl)ethynyl]-N-[(1S,2S)-2-hydroxycyclohexyl]-6-methylpyridin-3-carboxamide